N1(N=NN=C1)C[C@H](C)OC=1C=C(C=CC1Cl)C=1C=NC(=NC1)NC=1C(=NN(C1)C1CCC(CC1)N1CCOCC1)OCCOC(F)(F)F 5-(3-(((S)-1-(1H-tetrazol-1-yl)propan-2-yl)oxy)-4-chlorophenyl)-N-(1-((1r,4r)-4-morpholinocyclohexyl)-3-(2-(trifluoromethoxy)ethoxy)-1H-pyrazol-4-yl)pyrimidin-2-amine